(S)-6-hydroxymethyl-morpholin-3-one OC[C@H]1OCC(NC1)=O